(R)-4-(4-(5-chloro-7-((3,3-dimethylbut-2-yl)amino)-[1,2,4]Triazolo[1,5-a]Pyrimidin-6-yl)-3,5-difluorophenyl)but-3-yn-1-ol ClC1=NC=2N(C(=C1C1=C(C=C(C=C1F)C#CCCO)F)N[C@H](C)C(C)(C)C)N=CN2